2,4-dichloropyrimidine-5-carboxylic acid amide ClC1=NC=C(C(=N1)Cl)C(=O)N